4-((4-(ethoxymethyl)-4-phenethylpiperidin-1-yl)methyl)-N-(2,2,2-trifluoroethyl)aniline C(C)OCC1(CCN(CC1)CC1=CC=C(NCC(F)(F)F)C=C1)CCC1=CC=CC=C1